FC(C(C(S(=S)=S)(F)F)(F)F)CC pentafluoropentanethiol disulphide